3-((1-(6-aminohexan-2-yl)-7-(2-oxo-1,2-dihydropyridin-3-yl)-1H-benzo[d]imidazol-2-yl)carbamoyl)benzoic acid NCCCCC(C)N1C(=NC2=C1C(=CC=C2)C=2C(NC=CC2)=O)NC(=O)C=2C=C(C(=O)O)C=CC2